(R)-N-((S)-(3-chloro-2,6-difluorophenyl)(4-fluorobicyclo[2.2.1]hept-1-yl)methyl)-2-methylpropan-2-sulfinamide ClC=1C(=C(C(=CC1)F)[C@@H](N[S@](=O)C(C)(C)C)C12CCC(CC1)(C2)F)F